N1=CC(=CC2=CC=CN=C12)NC=1C(=CC=CC1)N N1-(1,8-naphthyridin-3-yl)benzene-1,2-diamine